6,11-hexadecadienol C(CCCCC=CCCCC=CCCCC)O